CN(CC(=O)OCC)C ethyl N,N-Dimethylglycinate